2-(3,5-dimethylphenyl)-5-(1-propyl-1H-pyrazol-4-yl)-N4-(1,2,3,4-tetrahydroisoquinolin-7-yl)pyrimidine-2,4-diamine CC=1C=C(C=C(C1)C)C1(NC=C(C(=N1)NC1=CC=C2CCNCC2=C1)C=1C=NN(C1)CCC)N